CC1=C(C=CC=C1C)CN[C@H](C(=O)O)CCC(C)(C)C (2S)-2-{[(2,3-dimethylphenyl)methyl]amino}-5,5-dimethylhexanoic acid